(±)-trans-Methyl 2-(((6-(5-(hydroxymethyl)-1-methyl-1H-1,2,3-triazol-4-yl)-2-methylpyridin-3-yl)oxy)methyl)cyclobutanecarboxylate OCC1=C(N=NN1C)C1=CC=C(C(=N1)C)OC[C@H]1[C@@H](CC1)C(=O)OC |r|